C(#N)C(C)OC(C)=O acetic acid 1-cyanoethyl ester